BrC1=NC=CC(=C1)N1C[C@H](CC1)O[Si](C)(C)C(C)(C)C (S)-2-bromo-4-(3-(tert-butyldimethylsilyloxy)pyrrolidin-1-yl)pyridine